CC1(C2=NCN([C@H]3[C@H](O)[C@H](O)[C@@H](CO)O3)C2=NC=N1)N 6-Methyl-Adenosine